C(#N)CNC(=O)NC=1C=NN2C1N=C(C=C2NC)NC2=C(C=CC=1OCCOC12)F 1-(cyanomethyl)-3-(5-((6-fluoro-2,3-dihydrobenzo[b][1,4]dioxin-5-yl)amino)-7-(methylamino)pyrazolo[1,5-a]pyrimidin-3-yl)urea